CC1COC2=C(C(N1C1=C(C=C(C=C1)C1=NC3=CC=C(N=C3C=C1)C(F)(F)F)C)=O)NN=C2 6-Methyl-7-(2-methyl-4-(6-(trifluoromethyl)-1,5-naphthyridin-2-yl)phenyl)-6,7-dihydro-1H-pyrazolo[3,4-f][1,4]oxazepin-8(5H)-on